5-[1-(5-amino-2-pyridyl)-3-(trifluoromethyl)pyrazol-4-yl]-N-[3-chloro-4-[(3-methylolpyrrolidin-3-yl)carbamoyl]phenyl]-1-methyl-imidazole-2-carboxamide NC=1C=CC(=NC1)N1N=C(C(=C1)C1=CN=C(N1C)C(=O)NC1=CC(=C(C=C1)C(NC1(CNCC1)CO)=O)Cl)C(F)(F)F